(S)-3-amino-5-methyl-4-oxo-2,3,4,5-tetrahydrobenzo[b][1,4]oxazepine-9-carbonitrile Hydrochloride Cl.N[C@@H]1C(N(C2=C(OC1)C(=CC=C2)C#N)C)=O